ClC1=C(C(=O)O)C=C(C=C1N1CC(C1)S(=O)(=O)C)F 2-Chloro-5-fluoro-3-(3-methylsulfonylazetidin-1-yl)benzoic acid